N-(2-(2-chloro-1H-indol-3-yl)ethyl)-N-isopropylpropan-2-amine ClC=1NC2=CC=CC=C2C1CCN(C(C)C)C(C)C